4-methyl-N-(2-hydroxypropyl)benzenesulfonamide CC1=CC=C(C=C1)S(=O)(=O)NCC(C)O